5-(5-fluorothiophen-2-yl)-2-(methylthio)oxazole-4-carboxylic acid FC1=CC=C(S1)C1=C(N=C(O1)SC)C(=O)O